Cl.FC1(C(C12CCC2)N)F 2,2-difluorospiro[2.3]hexan-1-amine hydrochloride